BrC1=CC(=C(N1C)C1=NOC(=C1)C=1C=CC(=C(C(=O)NC2(CC2)C#N)C1)Cl)C(C(F)(F)F)(C(F)(F)F)F 5-[3-[5-bromo-1-methyl-3-[1,2,2,2-tetrafluoro-1-(trifluoromethyl)ethyl]pyrrol-2-yl]isoxazol-5-yl]-2-chloro-N-(1-cyanocyclopropyl)benzamide